butylperoxy 2-ethylhexyl carbonate C(OOOCCCC)(OCC(CCCC)CC)=O